FC1=C(C=CC=C1)C1=NN2C(OC[C@@H](C2)C)=C1C(=O)O (6R)-2-(2-Fluorophenyl)-6-methyl-6,7-dihydro-5H-pyrazolo[5,1-b][1,3]oxazine-3-carboxylic acid